2-oxo-N,6-diphenyl-1-piperidinecarboxamide O=C1N(C(CCC1)C1=CC=CC=C1)C(=O)NC1=CC=CC=C1